CC=1NC(=NN1)C1=NC=CC(=C1)C1=NOC(=N1)C(F)(F)F 3-(2-(5-methyl-4H-1,2,4-triazol-3-yl)pyridin-4-yl)-5-(trifluoromethyl)-1,2,4-oxadiazole